C(=O)([O-])C(O)C(O)C(=O)[O-].C(=O)([O-])C(O)C(O)C(=O)[O-].C[NH+]1[C@@H](CCC1)C=1C(=NC=CC1)C.C[NH+]1[C@@H](CCC1)C=1C(=NC=CC1)C.C[NH+]1[C@@H](CCC1)C=1C(=NC=CC1)C.C[NH+]1[C@@H](CCC1)C=1C(=NC=CC1)C (2S)-1-methyl-2-(2-methylpyridin-3-yl)pyrrolidin-1-ium ditartrate